C(C)(C)(C)C=1NN2C(=CC(C=C2)=O)C1 2-(tert-butyl)-5-oxopyrazolo[1,5-a]pyridine